FC1(CN(C[C@@H](C1)N1C(CC(C1)C)=O)C(=O)OC1=NC=C(C=C1)Cl)F 5-chloropyridin-2-yl (5R)-3,3-difluoro-5-(4-methyl-2-oxopyrrolidin-1-yl)piperidine-1-carboxylate